C(C1=CC=CC=C1)NCC1=CC=CC=C1 dibenzyl-amine